tert-butyl 7-[[4-chloro-5-(trifluoromethyl)pyrimidin-2-yl]amino]-6-methoxy-3,4-dihydro-1H-isoquinoline-2-carboxylate ClC1=NC(=NC=C1C(F)(F)F)NC1=C(C=C2CCN(CC2=C1)C(=O)OC(C)(C)C)OC